N-{2-cyano-3-[(3,5-dimethyl-4-oxo-3,4-dihydro-quinazolin-6-yl)oxy]phenyl}propane-1-sulfonamide Methyl-(m-hydroxy-phenyl)acetate COC(CC1=CC(=CC=C1)O)=O.C(#N)C1=C(C=CC=C1OC=1C(=C2C(N(C=NC2=CC1)C)=O)C)NS(=O)(=O)CCC